ClC1=C(C=C(OCC(=O)NC23C[C@H](C(CC2)(CC3)C(=O)NCC(=O)C3=CC(=C(C=C3)Cl)F)O)C=C1)F (2R)-4-[2-(4-chloro-3-fluorophenoxy)acetamido]-N-[2-(4-chloro-3-fluorophenyl)-2-oxoethyl]-2-hydroxy-bicyclo[2.2.2]octane-1-carboxamide